4,6-DIFLUORO-N-(4-(1-((2-HYDROXY-2-METHYLPROPYL)SULFONYL)PIPERIDIN-4-YL)PHENYL)ISOINDOLINE-2-CARBOXAMIDE FC1=C2CN(CC2=CC(=C1)F)C(=O)NC1=CC=C(C=C1)C1CCN(CC1)S(=O)(=O)CC(C)(C)O